C1(=CC=CC=C1)C1=NOCO1 3-phenyl-5H-1,4,2-dioxazole